N1N=CC=2C1=NC=C(C2)CN2CC1=C(CC2)C(=CS1)C(=O)NC1=CC(=CC=C1)OC(F)(F)F 6-((1H-Pyrazolo[3,4-b]pyridin-5-yl)methyl)-N-(3-(Trifluoromethoxy)phenyl)-4,5,6,7-tetrahydrothieno[2,3-c]pyridin-3-carboxamid